C(#N)C[C@@H]1N(CCN(C1)C=1C2=C(N=C(N1)OC[C@H]1N(CCC1)C)C(N(C(=N2)C)C2=CC=CC1=CC=CC(=C21)C)=O)C(=O)OCC2=CC=CC=C2 benzyl (S)-2-(cyanomethyl)-4-(6-methyl-7-(8-methylnaphthalen-1-yl)-2-(((S)-1-methylpyrrolidin-2-yl)methoxy)-8-oxo-7,8-dihydropyrimido[5,4-d]pyrimidin-4-yl)piperazine-1-carboxylate